The molecule is a dicarboxylic acid dianion resulting from the removal of a proton from both of the carboxy groups of succinic acid. It has a role as a human metabolite and a Saccharomyces cerevisiae metabolite. It is a C4-dicarboxylate, a dicarboxylic acid dianion and a succinate. It is a conjugate base of a succinate(1-). C(CC(=O)[O-])C(=O)[O-]